5-(2-(difluoromethyl)pyrimidin-5-yl)-7-{[1-(2-fluorophenyl)-1H-pyrazol-4-yl]methyl}-7H-pyrrolo[2,3-d]pyrimidin-4-amine FC(C1=NC=C(C=N1)C1=CN(C=2N=CN=C(C21)N)CC=2C=NN(C2)C2=C(C=CC=C2)F)F